CN(CCN(C1=C(C=C(C(=C1)OC)NC1=NC=CC(=N1)C1=CN(C2=CC=CC=C12)C)[N+](=O)[O-])C)C N-[2-(dimethylamino)ethyl]-5-methoxy-N-methyl-N'-[4-(1-methyl-1H-indol-3-yl)-2-pyrimidinyl]-2-nitro-1,4-phenylenediamine